benzofuran-2,3-dicarboxamide O1C(=C(C2=C1C=CC=C2)C(=O)N)C(=O)N